FC1=NC=NC(=C1F)F 4,5,6-trifluoropyrimidine